ClS(=O)(=O)C1=C(C(=O)OC)C=CC(=C1OC)F methyl 2-(chlorosulfonyl)-4-fluoro-3-methoxybenzoate